(2R,4S)-4-((tert-Butoxycarbonyl)amino)-pyrrolidine-2-carboxylic acid C(C)(C)(C)OC(=O)N[C@H]1C[C@@H](NC1)C(=O)O